2-(1-(4-bromophenyl)piperidin-4-yl)ethanol BrC1=CC=C(C=C1)N1CCC(CC1)CCO